N[C@H](CO)[C@H]([C@@H](C(COC(C1=CC=CC=C1)(C1=CC=CC=C1)C1=CC=CC=C1)O)O)O (2r,3r,4s)-2-amino-6-(trityloxy)hexane-1,3,4,5-tetrol